2-(1-(4-Bromophenyl)naphthalen-4-yl)-1,10-phenanthroline BrC1=CC=C(C=C1)C1=CC=C(C2=CC=CC=C12)C1=NC2=C3N=CC=CC3=CC=C2C=C1